2-(Benzylamino)butane-1,3-diol C(C1=CC=CC=C1)NC(CO)C(C)O